(S)-5-(5-(3,5-dimethylisoxazol-4-yl)-1-((1r,4S)-4-hydroxycyclohexyl)-1H-benzo[d]imidazol-2-yl)-1-(3-fluoro-4-methoxyphenyl)pyrrolidin-2-one CC1=NOC(=C1C1=CC2=C(N(C(=N2)[C@@H]2CCC(N2C2=CC(=C(C=C2)OC)F)=O)C2CCC(CC2)O)C=C1)C